ClC=1C=C(C=CC1)C(N1CCN(CC1)C(=O)C=1C=NC=C(C1)C)C1=CC=CC=C1 1-[(3-chlorophenyl)(phenyl)methyl]-4-(5-methylpyridine-3-carbonyl)piperazine